N-(3-(5-(3,4-dimethylphenyl)-1H-pyrazolo[3,4-b]pyridine-3-carbonyl)-2,4-difluorophenyl)-propane-1-sulfonamide CC=1C=C(C=CC1C)C=1C=C2C(=NC1)NN=C2C(=O)C=2C(=C(C=CC2F)NS(=O)(=O)CCC)F